ClC1=C(C=CC=C1)N=C(N)C1=CC=2N(N=C1)C=C(C2)C=2C=NN(C2)C N'-(2-chlorophenyl)-6-(1-methyl-1H-pyrazol-4-yl)pyrrolo[1,2-b]pyridazine-3-carboximidamide